(E)-1-(2-morpholinoethyl)-[3,3'-biindolinylidene]-2,2'-dione O1CCN(CC1)CCN1C(/C(/C2=CC=CC=C12)=C\1/C(NC2=CC=CC=C12)=O)=O